NC=1C2=C(N=CN1)C(=NC(=C2)N2C[C@H](CC2)COC)C=2C(=C(C=CC2C)O)C 3-(4-amino-6-((S)-3-(methoxymethyl)pyrrolidin-1-yl)pyrido[3,4-d]pyrimidin-8-yl)-2,4-dimethylphenol